4-mercapto-cyclohexaneethanethiol SC1CCC(CC1)CCS